aminopentan NCCCCC